NC1CC(CCC1C)C1(CC(C(CC1)C)N)N 1-(3-amino-4-methylcyclohexyl)-4-methylcyclohexane-1,3-diamine